N-(6-(N-(4-(3-chloro-4-fluorophenyl)-5-methylthiazol-2-yl)sulfamoyl)-5-methylpyridin-3-yl)acetamide ClC=1C=C(C=CC1F)C=1N=C(SC1C)NS(=O)(=O)C1=C(C=C(C=N1)NC(C)=O)C